CCCCCCCCCCCCCCCC(=O)OC[C@H](COP(=O)([O-])OCC[N+](C)(C)C)OC(=O)CCCCC/C=C\\C/C=C\\C/C=C\\C/C=C\\CCCCC The molecule is a phosphatidylcholine 38:4 in which the acyl groups at positions 1 and 2 are hexadecanoyl and (7Z,10Z,13Z,16Z)-docosatetraenoyl respectively. It has a role as a mouse metabolite. It derives from a hexadecanoic acid and an all-cis-docosa-7,10,13,16-tetraenoic acid.